C1(CCC1)C1=NN(C=C1)C=1C=CC(=C(O\C(\C(=O)OC)=C/OC)C1)C Methyl (Z)-2-[5-(3-cyclobutylpyrazol-1-yl)-2-methyl-phenoxy]-3-methoxy-prop-2-enoate